carboxyvinyl acrylate C(C=C)(=O)OC=CC(=O)O